[2-[[1-[2-(aminomethyl)-3,3-difluoro-allyl]-5-oxo-1,2,4-triazol-4-yl]methyl]benzothien-5-yl]-1-ethyl-pyridin-2-one trifluoroacetate FC(C(=O)O)(F)F.NCC(CN1N=CN(C1=O)CC=1SC2=C(C1)C=C(C=C2)C=2C(N(C=CC2)CC)=O)=C(F)F